2'-ethoxy-N-[(3R)-pyrrolidin-3-yl]-[2,3'-bipyridine]-6-carboxamide C(C)OC1=NC=CC=C1C1=NC(=CC=C1)C(=O)N[C@H]1CNCC1